CN(C1CCC2(CCN(CC2)C(=O)NC=2SC(=CN2)C)CC1)C=1C2=C(N=CN1)NC=C2 9-(Methyl(7H-pyrrolo[2,3-d]pyrimidin-4-yl)amino)-N-(5-methylthiazol-2-yl)-3-azaspiro[5.5]undecan-3-carboxamid